FC1=CC=C(CC2=CC3=C(OCC4(N3C(=O)OC(C)(C)C)CC4)N=C2)C=C1 tert-butyl 7'-(4-fluorobenzyl)-1'H,3'H-spiro[cyclopropane-1,2'-pyrido[2,3-b][1,4]oxazine]-1'-carboxylate